ClC1=CC=C(C=C1)C1COC2=C(O1)C=CC=C2C2CCN(CC2)CC=2N(C=C(N2)C=CC(=O)O)CC=2OC=CN2 3-(2-((4-(2-(4-chlorophenyl)-2,3-dihydrobenzo[b][1,4]dioxin-5-yl)piperidin-1-yl)methyl)-1-(oxazol-2-ylmethyl)-1H-imidazol-4-yl)acrylic acid